BrC1=CC=CC(=N1)C(=O)C1CCN(CC1)C (6-bromopyridine-2-yl)(1-methyl-piperidine-4-yl)methanone